CC=1N(N=C2C=C(C(=CC12)C(=O)OCCCCCCCCCCO)OC)C1CCC(CC1)NC 1,10-Decanediol methyl-6-methoxy-2-((1r,4r)-4-(methylamino)cyclohexyl)-2H-indazole-5-carboxylate